(2S)-(N-[4-Amino-5-[4-[2-amino-(1S)-methyl-2-oxoethoxy]benzoyl]thiazol-2-yl]anilino)propanamid NC=1N=C(SC1C(C1=CC=C(C=C1)O[C@H](C(=O)N)C)=O)N(C1=CC=CC=C1)[C@H](C(=O)N)C